tert-Butyl 2-methyl-4,5,6,9,10,12-hexahydropyrazolo[3,4-c]pyrido-[4',3':3,4]pyrazolo[1,5-a]azepine-11(2H)-carboxylate CN1N=C2C=3N(CCCC2=C1)N=C1C3CN(CC1)C(=O)OC(C)(C)C